2-nitro-4-(pyrrolidin-1-yl)benzyl alcohol [N+](=O)([O-])C1=C(CO)C=CC(=C1)N1CCCC1